phosphoric acid, tripotassium salt [K+].[K+].[K+].P([O-])([O-])([O-])=O